C(C)C1(OC2=C(\C(\C1)=N/O)C=C(C=C2)C2=NC(=NO2)C=2C=NC=CC2)CC N-[(4Z)-2,2-diethyl-6-[3-(pyridin-3-yl)-1,2,4-oxadiazol-5-yl]-3,4-dihydro-2H-1-benzopyran-4-ylidene]hydroxylamine